NC1=C(C(N(C=2N=C(N=CC21)Cl)C)=O)C2=C(C=CC=C2Cl)Cl 5-amino-2-chloro-6-(2,6-dichlorophenyl)-8-methyl-pyrido[2,3-d]pyrimidin-7-one